3-{2-formyl-3-[(4-methoxyphenyl)methoxy]phenoxy}azetidin C(=O)C1=C(OC2CNC2)C=CC=C1OCC1=CC=C(C=C1)OC